COC1=CC(=C(C(=C1C(\C=C\C=1C=CC=C2C=CC=NC12)=O)OCOC)CC=C(C)C)OCOC (E)-1-(6-methoxy-2,4-bis(methoxymethoxy)-3-(3-methylbut-2-en-1-yl)phenyl)-3-(quinolin-8-yl)prop-2-en-1-one